O=C(CCCC(=O)NCC(=O)NCC(=O)NCC(=O)NCC(=O)O)NCCN1CCC(CC1)N(C(CC)=O)C1=CC=CC=C1 (5-oxo-5-((2-(4-(N-phenylpropionamido)piperidin-1-yl)ethyl)amino)pentanoyl)glycylglycylglycylglycine